2-[4-(8-bromooctanoyl)piperazin-1-yl]-N-[2-(2,6-dioxopiperidin-3-yl)-1,3-dioxoisoindolin-4-yl]acetamide BrCCCCCCCC(=O)N1CCN(CC1)CC(=O)NC1=C2C(N(C(C2=CC=C1)=O)C1C(NC(CC1)=O)=O)=O